C(C)N(C(CC1=C(N=C2N1C=C(C=C2)C)C2=CC=C(C=C2)C)=O)CC2=CC=NC=C2 N-ethyl-N-(4-pyridylmethyl)-2-[2-(4-methylphenyl)-6-methyl-imidazo[1,2-a]pyridin-3-yl]-acetamide